C1C(CCCCCCCC)O1 Epoxydecane